CCCCCC(C(C/C=C\\CCCCCCCC(=O)[O-])O)O The molecule is a monounsaturated fatty acid anion that is the conjugate base of 12,13-DiHOME, obtained by deprotonation of the carboxy group; major species at pH 7.3. It is a long-chain fatty acid anion and a hydroxy monounsaturated fatty acid anion. It is a conjugate base of a 12,13-DiHOME.